C1=CC=CC=2C3=CC=CC(=C3C3(C12)C1=CC=CC=C1C=1C=CC=CC13)C1=CC=C(N)C=C1 4-{9,9'-spirobi[fluoren]-8-yl}aniline